[Sb](O)(O)(O)=O.N(C)C[C@H](O)[C@@H](O)[C@H](O)[C@H](O)CO meglumine antimonate